B(OF)(OF)OF trifluoro borate